((2R,6S)-6-Methylmorpholin-2-yl)methanol hydrochloride Cl.C[C@@H]1O[C@H](CNC1)CO